O1[C@H](COCC1)CN1N=C2C3=C(C[C@H](C2=C1)C)OC(=C3C(F)(F)F)C(=O)OCC ethyl (4R)-2-{[(2S)-1,4-dioxan-2-yl]methyl}-4-methyl-8-(trifluoromethyl)-4,5-dihydro-2H-furo[2,3-g]indazole-7-carboxylate